OCCCCOC1=CC=CC(=N1)C(=O)O 6-(4-Hydroxybutoxy)pyridine-2-carboxylic acid